ClC1=C(C(=O)N2COC3=C(C2)C=CC=C3C3=CC(=C(C(=O)O)C=C3F)N3C2COCC3CC2)C(=CC(=C1)N1CC(C1)(N1CCOCC1)C)Cl 4-[3-[2,6-Dichloro-4-(3-methyl-3-morpholin-4-ylazetidin-1-yl)benzoyl]-2,4-dihydro-1,3-benzoxazin-8-yl]-5-fluoro-2-(3-oxa-8-azabicyclo[3.2.1]octan-8-yl)benzoic acid